Cl.ClC=1C=C2C=C(NC2=CC1)CNC(N([C@H]1CNCCC1)C)=O (R)-3-((5-chloro-1H-indol-2-yl)methyl)-1-methyl-1-(piperidin-3-yl)urea hydrochloride